C(CC)C1=C(C=C2C=CC=CN12)C(=O)O 3-propylindolizine-2-carboxylic acid